7-fluoro-2-(3-pyridinyl)indazole-4-carboxamide Tert-butyl-(2-((6-bromobenzo[d]thiazol-2-yl)amino)ethyl)carbamate C(C)(C)(C)N(C(O)=O)CCNC=1SC2=C(N1)C=CC(=C2)Br.FC2=CC=C(C1=CN(N=C21)C=2C=NC=CC2)C(=O)N